3-bromo-6-chloro-1-((2-(trimethylsilyl)ethoxy)methyl)-1H-pyrazolo[3,4-b]pyrazine BrC1=NN(C2=NC(=CN=C21)Cl)COCC[Si](C)(C)C